C(C)(C)(C)N=[W](N(C)C)(N(C)C)=NC(C)(C)C Bis(t-butylimino)bis(dimethylamino)tungsten